propane tetrafluoroborate F[B-](F)(F)F.CCC